NC=1C2=C(N=CN1)N(C=C2C2=CC=C(C=1N2C=CN1)NC(=O)NC1=CC(=C(C=C1)OC1CCN(CC1)CC)C(F)(F)F)C(C)C 1-(5-(4-amino-7-isopropyl-7H-pyrrolo[2,3-d]pyrimidin-5-yl)imidazo[1,2-a]pyridin-8-yl)-3-(4-((1-ethylpiperidin-4-yl)oxy)-3-(trifluoromethyl)-phenyl)urea